CC=1N=NC=C(C1[C@H](C)OC=1C=C2C(=NNC2=CC1)C=1C=CC(=NC1)N1CC2(CN(C2)C(=O)OCC)C1)C ethyl 6-[5-[5-[(1S)-1-(3,5-dimethylpyridazin-4-yl)ethoxy]-1H-indazol-3-yl]-2-pyridyl]-2,6-diazaspiro[3.3]heptane-2-carboxylate